BrCC1C2(CC1C2)C(=O)O (bromomethyl)bicyclo[1.1.1]pentane-1-carboxylic acid